FC=1C(=CC(=C2C=C(NC12)C(=O)N(C)C)C1=CC(=C(C=C1)C1CCNCC1)F)C1=CCCN(C1)C(CCN1N=CC=C1)=O 7-Fluoro-4-[3-fluoro-4-(4-piperidyl)phenyl]-N,N-dimethyl-6-[1-(3-pyrazol-1-ylpropanoyl)-3,6-dihydro-2H-pyridin-5-yl]-1H-indole-2-carboxamide